[Si](C)(C)(C(C)(C)C)OCCNC(=O)NC1=NC=CC(=C1F)CO 1-(2-((tert-butyldimethylsilyl)oxy)ethyl)-3-(3-fluoro-4-(hydroxymethyl)pyridin-2-yl)urea